(S)-6-methyl-5-((1-methyl-8-(oxazol-5-yl)-1H-pyrazolo[3,4-d]pyrrolo[1,2-b]pyridazin-3-yl)amino)-N-(2-(2-methylpyrrolidin-1-yl)ethyl)nicotinamide CC1=NC=C(C(=O)NCCN2[C@H](CCC2)C)C=C1NC1=NN(C=2C=3N(N=CC21)C=C(C3)C3=CN=CO3)C